1-(3-(aminomethyl)phenyl)-N-(3-(((cyclopropylmethyl)amino)(2-methoxynaphthalen-1-yl)methyl)phenyl)-3-(trifluoromethyl)-1H-pyrazole-5-carboxamide NCC=1C=C(C=CC1)N1N=C(C=C1C(=O)NC1=CC(=CC=C1)C(C1=C(C=CC2=CC=CC=C12)OC)NCC1CC1)C(F)(F)F